NC=1C(=NC(=C(N1)C1=CC=C(C=C1)F)C1=CC(=NC(=C1)C)C)C#N amino-6-(2,6-dimethylpyridin-4-yl)-5-(4-fluorophenyl)pyrazine-2-carbonitrile